cyclohexyl-methacrylate C1(CCCCC1)OC(C(=C)C)=O